ClC1=NC=2N(C3=C1CCN3)N=CC2C(=O)N[C@@H](COCC2=CC(=CC(=C2)[N+](=O)[O-])F)C (R)-5-chloro-N-(1-((3-fluoro-5-nitrobenzyl)oxy)propan-2-yl)-7,8-dihydro-6H-pyrazolo[1,5-a]pyrrolo[3,2-e]pyrimidine-3-carboxamide